N1=CC=NC2=CC(=C(C=C12)C#N)C#N quinoxaline-6,7-dinitrile